3-[4-[[(3S)-morpholin-3-yl]methyl]phenoxy]piperidine-2,6-dione N1[C@H](COCC1)CC1=CC=C(OC2C(NC(CC2)=O)=O)C=C1